FC(C(C(C(C(C(C(C(=O)[O-])(F)F)(F)F)(F)F)(F)F)(F)F)(F)F)(F)F.[Na+] sodium pentadecafluorooctanoate